4-[[2-(5-Chloro-2-hydroxyphenyl)acetyl]amino]-N-[1-methyl-1-(2-pyridyl)ethyl]pyridin ClC=1C=CC(=C(C1)CC(=O)NC1=CCN(C=C1)C(C)(C1=NC=CC=C1)C)O